[N+]=1(C(=CC=CC1)C1=NC=CC=C1)[O-] 2,2'-bipyridine-N-oxide